2-Bromo-5-cyclopropylnaphthalene-1-amine BrC1=C(C2=CC=CC(=C2C=C1)C1CC1)N